trans-3-((7-cyano-2-(3'-(3-(((R)-3-hydroxypyrrolidin-1-yl)methyl)-1,7-naphthyridin-8-ylamino)-2,2'-dimethylbiphenyl-3-yl)benzo[d]oxazol-5-yl)methylamino)cyclobutanecarboxylic acid C(#N)C1=CC(=CC=2N=C(OC21)C=2C(=C(C=CC2)C2=C(C(=CC=C2)NC=2N=CC=C1C=C(C=NC21)CN2C[C@@H](CC2)O)C)C)CN[C@@H]2C[C@H](C2)C(=O)O